FC1=CC=C(C=C1)C1=C(C=C(C=C1)C1=NNC(OC1)=O)C 5-(4'-Fluoro-2-methylbiphenyl-4-yl)-3,6-dihydro-2H-1,3,4-oxadiazin-2-one